octylfurandicarboxylate C(CCCCCCC)OC(=O)C=1OC=CC1C(=O)[O-]